3-(3-((tert-butyldimethylsilyl)oxy)propoxy)-5-methyl-4-nitro-1-(tetra-hydro-2H-pyran-4-yl)-1H-pyrazole [Si](C)(C)(C(C)(C)C)OCCCOC1=NN(C(=C1[N+](=O)[O-])C)C1CCOCC1